FC(C(=O)O)(F)F.NC1CC(C1)O 3-aminocyclobutane-1-ol trifluoroacetate salt